2-(2,4-difluorophenyl)-4-(3-(2-methyl-1-oxo-1-(pyrrolidin-1-yl)propan-2-yl)phenyl)phthalazin FC1=C(C=CC(=C1)F)N1CC2=CC=CC=C2C(=N1)C1=CC(=CC=C1)C(C(N1CCCC1)=O)(C)C